4-fluoro-2-methyl-3-(trifluoromethyl)benzoic acid FC1=C(C(=C(C(=O)O)C=C1)C)C(F)(F)F